dibutyl dioctanoate phosphate P(=O)(O)(O)O.C(CCCCCCC)(=O)OCCCC.C(CCCCCCC)(=O)OCCCC